C1(=CC=C(C=C1)C[C@H](CN)[N+]1=NOC(=C1)[N-]C(NC1=CC(=CC=C1)C(F)(F)F)=O)C1=CC=CC=C1 (R)-(3-(1-([1,1'-biphenyl]-4-yl)-3-aminopropan-2-yl)-1,2,3-oxadiazol-3-ium-5-yl)((3-(trifluoromethyl)phenyl)carbamoyl)amide